FC=1C=C(C=CC1OC1=CC=NC2=CC(=C(C=C12)O)OC)NC(=O)C1(CC1)C(=O)NC1=CC=C(C=C1)F N-(3-fluoro-4-{[6-hydroxy-7-(methyloxy)quinolin-4-yl]oxy}phenyl)-N'-(4-fluorophenyl)cyclopropane-1,1-dicarboxamide